C(#N)N1C[C@@H](CC1)N(C(C1=CC(=C(C=C1)N1C=NC(=C1)C)F)=O)C (R)-N-(1-cyanopyrrolidin-3-yl)-3-fluoro-N-methyl-4-(4-methyl-1H-imidazol-1-yl)benzamide